2-methyl-9-[6-[3-(trifluoromethoxy)phenoxy]-3-pyridyl]-7H-purin-8-one CC1=NC=C2NC(N(C2=N1)C=1C=NC(=CC1)OC1=CC(=CC=C1)OC(F)(F)F)=O